C1CCC2=C(C=3CCCC3C=C12)NC(=O)NS(=O)(=O)/C=C/[C@@H]1N(CCC1)C1CC2C(CN(C2)C(=O)OC(C)(C)C)C1 tert-butyl 5-((R)-2-((E)-2-(N-((1,2,3,5,6,7-hexahydro-s-indacen-4-yl) carbamoyl)sulfamoyl)vinyl)pyrrolidin-1-yl)hexahydrocyclopenta[c]pyrrole-2(1H)-carboxylate